(R)-4-amino-7-fluoro-N-methyl-N-(7-(1-methyl-1H-pyrazol-5-yl)chroman-4-yl)imidazo[1,5-a]quinoxaline-8-carboxamide NC=1C=2N(C3=CC(=C(C=C3N1)F)C(=O)N([C@@H]1CCOC3=CC(=CC=C13)C1=CC=NN1C)C)C=NC2